3-FLUORO-4-BIPHENYLBORONIC ACID FC=1C=C(C=CC1B(O)O)C1=CC=CC=C1